3-butyl-5-(4-fluorophenyl)-8-(hydroxymethyl)-7-methoxy-2-methyl-2,3,4,5-tetrahydro-1,2,5-benzothiadiazepine 1,1-dioxide C(CCC)C1N(S(C2=C(N(C1)C1=CC=C(C=C1)F)C=C(C(=C2)CO)OC)(=O)=O)C